S1C=CC=2[C@@H](OCC3(C21)CC3)CNC([O-])=O (R)-1-(4'H,6'H-spiro[cyclopropane-1,7'-thieno[3,2-c]pyran]-4'-yl)-N-methylcarbamate